BrC1=C(C=C(C=C1)C(F)(F)F)C(CC(=O)O)(F)F 2-bromo-β,β-difluoro-5-(trifluoromethyl)-benzenepropanoic acid